tert-butyl N-{[(4S)-4-{[(tert-butoxy)carbonyl]amino}-4-{[(1S,2S)-2-methyl-1-(methylcarbamoyl)butyl]carbamoyl}butanamido]methanimidoyl}carbamate C(C)(C)(C)OC(=O)N[C@@H](CCC(=O)NC(=N)NC(OC(C)(C)C)=O)C(N[C@@H]([C@H](CC)C)C(NC)=O)=O